BrC1=CC(=C(C=C1OC(C)C)NC(=O)N[C@@H](C)C=1N(N=CN1)C1=NC=CC=N1)F 1-(4-bromo-2-fluoro-5-isopropoxy-phenyl)-3-[(1S)-1-(2-pyrimidin-2-yl-1,2,4-triazol-3-yl)ethyl]urea